CON(C(=O)[C@H]1N([C@@H](CC1)C)C(=O)OC(C)(C)C)C tert-butyl (2S,5R)-2-(methoxy(methyl)carbamoyl)-5-methylpyrrolidine-1-carboxylate